[Pt].C1=CCCC=CCC1.C1=CCCC=CCC1 bis(1,5-cyclooctadiene) platinum